NC1CN(C1)C(=O)C1=C(SC2=NC=CC=C21)NC2=C(C=C(C=C2)I)F (3-aminoazetidin-1-yl)-[2-[(2-fluoro-4-iodophenyl)amino]thieno[2,3-b]pyridin-3-yl]methanone